ClC=1C=C(C=CC1F)NC(=O)C1=C(N(C(=C1C)C(C(=O)NC1=NC=C(C=C1)F)=O)C)C N-(3-chloro-4-fluorophenyl)-5-(2-((5-fluoropyridin-2-yl)amino)-2-oxoacetyl)-1,2,4-trimethyl-1H-pyrrole-3-carboxamide